C(C)(C)(C)C1=NN=C(O1)[C@@H]1C[C@H](CC1)C1=CC(=NN1)NC=1C=CC2=C(CNS2(=O)=O)C1F trans-5-((5-(3-(5-(tert-butyl)-1,3,4-oxadiazol-2-yl)cyclopentyl)-1H-pyrazol-3-yl)amino)-4-fluoro-2,3-dihydrobenzo[d]isothiazole 1,1-dioxide